5-(((1-acetylpiperidin-4-yl)amino)methyl)-N-(2-chloro-3-(3'-chloro-6-methoxy-5-((((5-oxopyrrolidin-2-yl)methyl)amino)methyl)-[2,4'-bipyridin]-2'-yl)phenyl)-4-methoxypicolinamide C(C)(=O)N1CCC(CC1)NCC=1C(=CC(=NC1)C(=O)NC1=C(C(=CC=C1)C1=NC=CC(=C1Cl)C1=NC(=C(C=C1)CNCC1NC(CC1)=O)OC)Cl)OC